(7Z)-15-chloro-7-pentadecene ClCCCCCCC\C=C/CCCCCC